C(C)OCOC1=C(C=CC(=C1)C#C)C1=NN=C(C2=CC=CC=C12)N[C@H]1CN(CCC1)CCO (R)-2-(3-((4-(2-(ethoxymethoxy)-4-ethynylphenyl)phthalazin-1-yl)amino)piperidin-1-yl)ethan-1-ol